[BH4-].[Pd+2].[BH4-] palladium borohydride